ClC1=C(C=C(C=C1)C=1C=C2CCN[C@@H](C2=CC1)CNC1=C(C(=O)O)C=CN=C1)F (S)-3-(((6-(4-chloro-3-fluorophenyl)-1,2,3,4-tetrahydroisoquinolin-1-yl)methyl)amino)isonicotinic acid